ClC1=NC(=CC=C1C(=O)NS(=O)(=O)C1=NN(C=C1)CCC1CC(N(C1)C(=O)OC(C)(C)C)(C)C)N1N=C(C=C1)OCCCC1(CC1)C(F)(F)F tert-Butyl 4-[2-[3-[[2-chloro-6-[3-[3-[1-(trifluoromethyl)cyclopropyl]propoxy] pyrazol-1-yl]pyridine-3-carbonyl]sulfamoyl]pyrazol-1-yl]ethyl]-2,2-dimethyl-pyrrolidine-1-carboxylate